(4E)-3,4,5,6,6-pentamethyl-4-hepten-2-one CC(C(C)=O)\C(=C(\C(C)(C)C)/C)\C